2-[4-[3-(4-hydroxy-3-methoxyphenyl)prop-2-enoyl]phenoxy]acetate OC1=C(C=C(C=C1)C=CC(=O)C1=CC=C(OCC(=O)[O-])C=C1)OC